COC(C(COC1=CC=C(C=C1)CC(=O)N)(C)C)=O 3-(4-(2-amino-2-oxoethyl)phenoxy)-2,2-dimethylpropionic acid methyl ester